methyl 2-(4-(difluoromethyl)phenyl)-3-hydroxypropanoate FC(C1=CC=C(C=C1)C(C(=O)OC)CO)F